3-(1-Isobutyl-1H-pyrazolo[4,3-c]pyridin-6-yl)-1-(tetrahydro-2H-pyran-2-yl)-1H-pyrazol-4-amine C(C(C)C)N1N=CC=2C=NC(=CC21)C2=NN(C=C2N)C2OCCCC2